FC1=CC2=C(N(C(CO2)=O)CC#C)C=C1Br 7-fluoro-6-bromo-4-propargyl-2H-1,4-benzoxazin-3-one